ClC1=NC(=NC=C1C(=O)NC1=C(C=CC=C1Cl)Cl)SC 4-chloro-N-(2,6-dichlorophenyl)-2-(methylthio)pyrimidine-5-carboxamide